3-(4-(ethylsulfonamido)-3-((4-fluorobenzyl)oxy)phenyl)5-((6-methoxypyrazin-2-yl)amino)-1H-pyrazole-4-carboxamide C(C)S(=O)(=O)NC1=C(C=C(C=C1)C1=NNC(=C1C(=O)N)NC1=NC(=CN=C1)OC)OCC1=CC=C(C=C1)F